ClC1=C2C=C(C(NC2=NC=C1)C=1C=NN(C1)C)CO (5-chloro-2-(1-methyl-1H-pyrazol-4-yl)-1,2-dihydro-1,8-naphthyridin-3-yl)methanol